C(OCCCN(CC)CC)(OC(CO)CCCCCCCCCCCC)=O 3-(diethylamino)propyl (1-hydroxytetradecan-2-yl) carbonate